7-{[(3S)-3-{[(3R)-3-fluoropyrrolidin-1-yl]methyl}-3,4-dihydro-1H-isoquinolin-2-yl]carbonyl}-3,4-dihydro-1H-isoquinoline-2-carboxylic acid tert-butyl ester C(C)(C)(C)OC(=O)N1CC2=CC(=CC=C2CC1)C(=O)N1CC2=CC=CC=C2C[C@H]1CN1C[C@@H](CC1)F